COC1=CC=C(CNCC2=CC=C(C=C2)OC)C=C1 Bis-(4-methoxybenzyl)-amine